BrC=1C=C(C(=C(C1)NC(C(C)(C)O)=O)NC1CC(C1)(C)O)C(F)(F)F N-(5-bromo-2-(((cis)-3-hydroxy-3-methylcyclobutyl)amino)-3-(trifluoromethyl)phenyl)-2-hydroxy-2-methylpropanamide